2-hydroxylbutylcholine OC(COCC[N+](C)(C)C)CC